N-[(1S)-1-[[(1S)-2-amino-2-oxo-1-[[(3S)-2-oxopyrrolidin-3-yl]methyl]ethyl]carbamoyl]-3-methyl-butyl]-7-(trifluoromethoxy)-1H-benzimidazole-2-carboxamide NC([C@H](C[C@H]1C(NCC1)=O)NC(=O)[C@H](CC(C)C)NC(=O)C1=NC2=C(N1)C(=CC=C2)OC(F)(F)F)=O